(5'-tert-butyl-2'-hydroxyphenyl)benzotriazole C(C)(C)(C)C=1C=CC(=C(C1)C1=CC=CC=2NN=NC21)O